C12N(CC(NC1)CC2)C=2C1=C(N=C(N2)OC([2H])([2H])[C@]23CCCN3C[C@](C2)([2H])F)CN(CC1)C1=CC(=CC2=CC=C(C(=C12)F)F)O 4-(4-(2,5-Diazabicyclo[2.2.2]octan-2-yl)-2-(((2R,7aS)-2-fluorotetrahydro-1H-pyrrolizin-7a(5H)-yl-2-d)methoxy-d2)-5,8-dihydropyrido[3,4-d]pyrimidin-7(6H)-yl)-5,6-difluoronaphthalen-2-ol